bis[2-(5-ethylidene-2-norbornenyl)ethyl]dichlorosilane C(C)=C1C2C=C(C(C1)C2)CC[Si](Cl)(Cl)CCC=2C1CC(C(C2)C1)=CC